3-chloro-4-cyanophenylboronic acid pinacol ester ClC=1C=C(C=CC1C#N)B1OC(C)(C)C(C)(C)O1